(4-benzylpiperazin-1-yl)-(3,4-dimethoxyphenyl)methanone C(C1=CC=CC=C1)N1CCN(CC1)C(=O)C1=CC(=C(C=C1)OC)OC